(5S)-6-{4-[(2R)-2-hydroxypropoxy]-3-(trifluoromethyl)phenyl}-5-methyl-4,5-dihydro-1,2,4-triazin-3(2H)-one O[C@@H](COC1=C(C=C(C=C1)C=1[C@@H](NC(NN1)=O)C)C(F)(F)F)C